C(C)(C)(C)OC(=O)N(C1(CC=2C(=C(SC2)C(=O)O)CC1)C)C 5-[tert-butoxycarbonyl(methyl)amino]-5-methyl-6,7-dihydro-4H-2-benzothiophene-1-carboxylic acid